C(C)N1C(N(C(C12CCN(CC2)CC2CCOCC2)=O)C2=CC(=C(C=C2)C(F)(F)F)C)=O 1-ethyl-3-(3-methyl-4-(trifluoromethyl)phenyl)-8-((tetrahydro-2H-pyran-4-yl)methyl)-1,3,8-triazaspiro[4.5]decane-2,4-dione